O=C1NC(CCC1C1=NC=CC(=C1)C1=CC=C(CNC(C2=NC=C(C=C2)C=2N=CC3=C(C=CC=C3C2)C2=CC3=C(N(C(N3C)=O)C)C(=C2)C(C)C)=O)C=C1)=O N-(4-(2-(2,6-Dioxopiperidin-3-yl)pyridin-4-yl)benzyl)-5-(8-(7-isopropyl-1,3-dimethyl-2-oxo-2,3-dihydro-1H-benzo[d]imidazol-5-yl)isoquinolin-3-yl)picolinamide